C1(=CC=CC=C1)C(C1=CC=CC=C1)C1=CC=CC=C1 trisphenyl-methane